N-(2-bromo-6-iodophenyl)-2-chloro-4-methoxypyrimidine-5-carboxamide BrC1=C(C(=CC=C1)I)NC(=O)C=1C(=NC(=NC1)Cl)OC